ClC=1C(=NC(=NC1)NC1=CC=C(C=C1)N1CCOCC1)OCC1CCC(CC1)C(C)(C)O 2-((1R,4R)-4-(((5-chloro-2-((4-morpholino-phenyl)amino)pyrimidin-4-yl)oxy)methyl)cyclohexyl)propan-2-ol